FC(C1=NN(C(=C1C1=CC=CC=C1)F)C1=C(C=CC=C1)C)F 3-difluoromethyl-5-fluoro-4-phenyl-1-(2-methylphenyl)-1H-pyrazole